C(C)OC(C[C@@H](C=1C=C(C=CC1)C1=CC=C(C=C1)OC(F)(F)F)NC(=O)NC=1C(N(C=CC1O)C)=O)=O.CC1=NC(=C(C=C1)C=O)COC Methyl-5-formyl-6-methoxymethyl-pyridine ethyl-(S)-3-(3-(4-hydroxy-1-methyl-2-oxo-1,2-dihydropyridin-3-yl)ureido)-3-(4'-(trifluoromethoxy)biphenyl-3-yl)propanoate